N-(4-chloro-2-methoxyphenyl)-2-(4-(2-Chlorophenyl)piperazin-1-yl)acetamide ClC1=CC(=C(C=C1)NC(CN1CCN(CC1)C1=C(C=CC=C1)Cl)=O)OC